COC1=C(C=CC(=C1)OC)C(C=CC1=CC(=CC=C1)O)=O 1-(2,4-Dimethoxyphenyl)-3-(3-hydroxyphenyl)prop-2-en-1-one